C(C[C@@](C)(O)C(=O)[O-])(=O)[O-] (R)-citramalate